1-(1-acryloylpiperidine-4-yl)-3-(4-phenoxyphenyl)-1H-pyrazole-4-carboxamide C(C=C)(=O)N1CCC(CC1)N1N=C(C(=C1)C(=O)N)C1=CC=C(C=C1)OC1=CC=CC=C1